(2R,3S)-butane-1,2,3,4-tetrayl (3R,3'R,3''R,3''R)-tetrakis(3-hydroxybutanoate) O[C@@H](CC(=O)OC[C@H]([C@H](COC(CC(C)O)=O)OC(CC(C)O)=O)OC(CC(C)O)=O)C